NC1CC(C1)CN1CC(CC1)CNC(=O)C1CCN(CC1)C1=NC(=NO1)C1=CC=C(C=C1)OC N-((1-(((1s,3s)-3-Aminocyclobutyl)methyl)pyrrolidin-3-yl)methyl)-1-(3-(4-Methoxyphenyl)-1,2,4-oxadiazol-5-yl)piperidin-4-carboxamid